cis-6-fluoro-N-({4-methyl-2-[6-methyl-3-(2H-1,2,3-triazol-2-yl)pyridine-2-carbonyl]-2-azabicyclo[3.1.1]hept-3-yl}methyl)-1,3-benzothiazol-2-amine FC1=CC2=C(N=C(S2)NCC2N(C3CC(C2C)C3)C(=O)C3=NC(=CC=C3N3N=CC=N3)C)C=C1